4-iodo-2,5-dimethyl-N-(4-methylphenyl)aniline IC1=CC(=C(NC2=CC=C(C=C2)C)C=C1C)C